3-((4,4-bis(octyloxy)butanoyl)oxy)-2-((((3-(diethylamino)propoxy)carbonyl)oxy)methyl)propyl (9Z,12Z,15Z)-octadeca-9,12,15-trienoate C(CCCCCCC\C=C/C\C=C/C\C=C/CC)(=O)OCC(COC(CCC(OCCCCCCCC)OCCCCCCCC)=O)COC(=O)OCCCN(CC)CC